7-[2-[(2S)-2-methylazetidin-1-yl]-6,7-dihydro-5H-cyclopenta[d]pyrimidin-4-yl]-1,1-dioxo-2,3-dihydro-1lambda6,3-benzothiazin-4-one C[C@@H]1N(CC1)C=1N=C(C2=C(N1)CCC2)C2=CC1=C(C(NCS1(=O)=O)=O)C=C2